CS[C-]1C=CC=C1.[C-]1(C=CC=C1)SC.[Fe+2] bis-(methylthio)ferrocene